FCCBr 1-fluoro-2-bromoethane